(S,E)-2-(7-(3-(1H-imidazol-1-yl)prop-1-en-1-yl)-1-(cyclopropylmethyl)-1H-indol-2-yl)-6-(2-amino-3-fluoropropyl)-1-methyl-1,6,7,8-tetrahydro-5H-imidazo[4,5-g]isoquinolin-5-one N1(C=NC=C1)C/C=C/C=1C=CC=C2C=C(N(C12)CC1CC1)C1=NC=2C(=CC=3CCN(C(C3C2)=O)C[C@@H](CF)N)N1C